(2-Acetamido-5-propylpyridin-4-yl)carbamic acid tert-butyl ester C(C)(C)(C)OC(NC1=CC(=NC=C1CCC)NC(C)=O)=O